Cl.FC=1C(=NC=CC1F)OCC1[C@H]2CNC[C@@H]12 (1R,5S,6r)-6-(((3,4-difluoropyridin-2-yl)oxy)methyl)-3-azabicyclo[3.1.0]hexane hydrochloride